Cl.C(CCCCCC)C1OC2=CC(=CC=C2C(C1)NCC1=CC(=CC=C1)Cl)OC 2-heptyl-4-(3-chlorobenzylamino)-7-methyl-Oxychroman hydrochloride